4'-[6-methoxy-1-oxo-2-(3-trifluoromethyl-benzyl)-1,2,3,4-tetrahydroisoquinoline-8-oxy-methylene]-[1,1'-biphenyl]-2-carboxylic acid COC=1C=C2CCN(C(C2=C(C1)OC=C1CC=C(C=C1)C=1C(=CC=CC1)C(=O)O)=O)CC1=CC(=CC=C1)C(F)(F)F